4-(4-hydroxycyclohexyl)piperazin-2-one OC1CCC(CC1)N1CC(NCC1)=O